FC(C=1C=C(C=C(C1)C(F)(F)F)P(C1=CC(=CC(=C1)C(F)(F)F)C(F)(F)F)=O)(F)F Bis(3,5-bis(trifluoromethyl)phenyl)phosphine oxide